(Z)-((cis-3-(4-chlorophenyl)-5-methyl-4-(thiophen-2-yl)-4,5-dihydro-1H-pyrazol-1-yl)(((4-(trifluoromethyl)phenyl)sulfonyl)imino)methyl)-4-(dimethylamino)pyridin-1-ium ClC1=CC=C(C=C1)C1=NN([C@@H]([C@@H]1C=1SC=CC1)C)\C(=N/S(=O)(=O)C1=CC=C(C=C1)C(F)(F)F)\[N+]1=CC=C(C=C1)N(C)C